but-2-yl bis(2-methylpropyl) phosphate P(=O)(OC(C)CC)(OCC(C)C)OCC(C)C